ClC1=CC=C(C=C1)C=1N=C2OC=CN2C1C(=O)NCCC1=CC(=C(C=C1)Cl)Cl 6-(4-chlorophenyl)-N-(3,4-dichlorophenethyl)imidazo[2,1-b]oxazole-5-carboxamide